1H-benzo[4,5]thieno[2,3-b]pyrrol-3-amine N1C2=C(C(=C1)N)C1=C(S2)C=CC=C1